C(CCC)OP(=O)(OCCCC)OCCCC tri-Butylphosphat